(S)-tert-butyl 4-(5-cyclopropyl-7H-pyrrolo[2,3-d]pyrimidin-4-yl)-3-methylpiperazine-1-carboxylate C1(CC1)C1=CNC=2N=CN=C(C21)N2[C@H](CN(CC2)C(=O)OC(C)(C)C)C